CS(=O)(=O)C=1C=C(OC2=C(N)C=CC=C2)C=CC1 2-(3-(methylsulfonyl)phenoxy)aniline